C(C)(=O)C=1C=C(NC1)C(=O)NCCC(=O)O 3-[(4-ACETYL-1H-PYRROL-2-YL)FORMAMIDO]PROPANOIC ACID